ClC=1C=C(C=C2CCC(C12)=O)O 7-chloro-5-hydroxy-1-indanone